(1-methyl-2-(triethylsilyl)-1H-imidazol-5-yl)lithium CN1C(=NC=C1[Li])[Si](CC)(CC)CC